C(=O)O.FC(C=1C=C(C=C(C1)OC)NC1=NC=C(C(=N1)NC=1C=CC2=C(NC(O2)=O)C1)C)F 5-(2-(3-(difluoromethyl)-5-methoxyphenylamino)-5-methylpyrimidin-4-ylamino)benzo[d]oxazol-2(3H)-one formate salt